C(C)(C)(C)N(C(O)=O)C1C[C@H]2CC[C@@H](C1)N2.ClC2=CC=C(OCCCN1[C@H]3CC(C[C@@H]1CC3)N)C=C2 (1R,3r,5S)-8-(3-(4-chlorophenoxy)propyl)-8-azabicyclo[3.2.1]octan-3-amine rac-tert-Butyl-((1R,5S)-8-azabicyclo[3.2.1]octan-3-yl)carbamate